C(C)OC(C(CCC=C)(C(F)(F)F)OCC1=CC=CC=C1)=O.C(C)(C)OC1=C(C=C(C=C1)C1=NC=C(C=N1)C1=C(C=CC=C1)OC)C(F)(F)F 2-(4-isopropoxy-3-(trifluoromethyl)phenyl)-5-(2-methoxyphenyl)pyrimidine ethyl-2-benzyloxy-2-(trifluoromethyl)hex-5-enoate